((2-chloro-4-((5-cyclopropyl-3-(2,6-dichlorophenyl)isoxazol-4-yl)methoxy)phenyl)ethynyl)-1H-indole-4-carboxylic acid methyl ester COC(=O)C=1C=2C=CN(C2C=CC1)C#CC1=C(C=C(C=C1)OCC=1C(=NOC1C1CC1)C1=C(C=CC=C1Cl)Cl)Cl